CN([C@@H](CC=1SC2=C(N1)C=C(C=C2)C2=CC[C@@H](CN2C(=O)OC(C)(C)C)C)C)C (S)-tert-butyl 6-(2-((R)-2-(dimethylamino)propyl)benzo[d]thiazol-5-yl)-3-methyl-3,4-dihydropyridine-1(2H)-carboxylate